[3-(1-amino-4-methylphthalazin-6-yl)-4-methylphenyl]boronic acid formate salt C(=O)O.NC1=NN=C(C2=CC(=CC=C12)C=1C=C(C=CC1C)B(O)O)C